IC1=NNC2=C(C(=CC=C12)C(=O)OC)C methyl 3-iodo-7-methyl-1H-indazole-6-carboxylate